OC1=C(C=C(C=C1C(C)(C)C)CCCOC(C=C)=O)N1N=C2C(=N1)C=CC(=C2)OC 2-(2'-hydroxy-5'-acryloxypropyl-3'-tert-butyl-phenyl)-5-methoxy-2H-benzotriazole